NC1=CC=C2C(=N1)N(C=C2C2=CC=C(C(=O)OCC)C=C2)S(=O)(=O)C2=CC=C(C)C=C2 ethyl 4-(6-amino-1-tosyl-1H-pyrrolo[2,3-b]pyridin-3-yl)benzoate